C(C)(C)(C)OC(=O)N1CCC(=CC1)C1=C(C=C(C=C1)NC(=O)C1=C(C(=C(C=C1)C=1CCN(CC1)C(=O)OC(C)(C)C)F)F)OC tert-butyl 4-{4-[(4-{1-[(tert-butoxy)carbonyl]-1,2,3,6-tetrahydropyridin-4-yl}-3-methoxyphenyl)carbamoyl]-2,3-difluorophenyl}-1,2,3,6-tetrahydropyridine-1-carboxylate